NC1(CN(CCC1)C(=O)OC(C)(C)C)CO (3-amino-1-Boc-3-piperidinyl)methanol